C(C)(C)N1CCN(CC1)CCNC=1C=NC2=CC=C(N=C2C1)C1=C(N=C2N1C=CC=C2)C2=NC(=CC=C2)C N-[2-(4-isopropylpiperazin-1-yl)ethyl]-6-[2-(6-methyl-2-pyridyl)imidazo[1,2-a]pyridin-3-yl]-1,5-naphthyridin-3-amine